ClC1=C(C=C2C(=NC(N3C2=C1SC[C@@H]3COC)=O)N3CCN(CC3)C(=O)OC(C)(C)C)C(F)(F)F tert-butyl (S)-4-(10-chloro-3-(methoxymethyl)-5-oxo-9-(trifluoromethyl)-2,3-dihydro-5H-[1,4]thiazino[2,3,4-ij]quinazolin-7-yl)piperazine-1-carboxylate